N1CC(CC1)OC(=O)N1C2CC(CC1CC2)CNC2=CC(=NC=1N2N=CC1C(C)C)O[C@H]1CN(CCC1)C(=O)OCC1=CC=CC=C1 3-(((5-(((R)-1-((benzyloxy)carbonyl)piperidin-3-yl)oxy)-3-isopropylpyrazolo[1,5-a]pyrimidin-7-yl)amino)methyl)-8-azabicyclo[3.2.1]octane-8-carboxylic acid pyrrolidin-3-yl ester